OC1COCC(C1O)O 3,4,5-trihydroxy-tetrahydropyran